4-{[3-(1-benzyl-1H-benzo[d][1,2,3]triazol-5-yl)-5-(4-trifluoromethylphenyl)-1H-pyrazol-1-yl]methyl}-N-hydroxybenzoamide C(C1=CC=CC=C1)N1N=NC2=C1C=CC(=C2)C2=NN(C(=C2)C2=CC=C(C=C2)C(F)(F)F)CC2=CC=C(C(=O)NO)C=C2